4-(5-bromo-1H-benzo[d]imidazol-1-yl)butanenitrile BrC1=CC2=C(N(C=N2)CCCC#N)C=C1